2-amino-5-nitro-4-(trifluoromethyl)phenol NC1=C(C=C(C(=C1)C(F)(F)F)[N+](=O)[O-])O